FC1=CC=C2C(=C(NC2=C1C=1C(=NN(C1C)C)C)C(=O)O)CCCOC1=CC=CC2=CC(=CC=C12)F 6-fluoro-3-(3-((6-fluoronaphthalen-1-yl)oxy)propyl)-7-(1,3,5-trimethyl-1H-pyrazol-4-yl)-1H-indole-2-carboxylic acid